C(CCCCCCCCCCC)OS(=O)(=O)[O-].[Na+].[C@@H]1(C[C@H](O)[C@@H](CO)O1)N1C=CC=2C(N)=NC=NC12 7-Deaza-2'-deoxyadenosine Sodium Lauryl-Sulfate